N-((1R,2R)-2-hydroxy-cyclopentyl)-2-(1-meth-ylpiperidin-4-yl)benzo-[d]thiazole-6-carboxamide O[C@H]1[C@@H](CCC1)NC(=O)C1=CC2=C(N=C(S2)C2CCN(CC2)C)C=C1